phenyl-cyclobutyl-pyridineamide C1(=CC=CC=C1)C1=C(C(=NC=C1)C(=O)N)C1CCC1